3-(5-bromothiophene-2-yl)-3-oxopropanoic acid methyl ester COC(CC(=O)C=1SC(=CC1)Br)=O